tert-butyl 4-[3-[(E)-1-(bromomethyl)-3-methoxy-3-oxo-prop-1-enoxy]phenyl]piperidine-1-carboxylate BrC/C(=C\C(=O)OC)/OC=1C=C(C=CC1)C1CCN(CC1)C(=O)OC(C)(C)C